Cl.NCC(C(C)C1=C(C=CC=C1)F)=O 1-amino-3-(2-fluorophenyl)butan-2-one hydrochloride